Cl.NC=1C(N(C=CC1)C)=O 3-amino-1-methylpyridin-2(1H)-one hydrochloride